C1(CC1)CC(=O)O[C@H]1[C@H](NC[C@@H]1O)CC1=CC=C(C=C1)OC (2R,3S,4S)-4-hydroxy-2-[(4-methoxyphenyl)methyl]pyrrolidin-3-yl 2-cyclopropylacetate